5α-cholesta-7,24-dien-3β-ol CC(C)=CCC[C@@H](C)[C@H]1CC[C@H]2C3=CC[C@H]4C[C@H](CC[C@]4(C)[C@H]3CC[C@]12C)O